Cl.N[C@H](CC#N)C1=CSC=C1 (R)-3-amino-3-(thien-3-yl)propionitrile hydrochloride